[N+](=O)([O-])C=1C=C(C=CC1)C1=NN=C(O1)NC=1C=C2C=NN(C2=CC1)C1OCCCC1 5-(3-nitrophenyl)-N-(1-(tetrahydro-2H-pyran-2-yl)-1H-indazol-5-yl)-1,3,4-oxadiazol-2-amine